(2S,4R)-1-[(2S)-2-(4-cyclopropyltriazol-1-yl)-3,3-dimethyl-butanoyl]-4-hydroxy-N-[[2-(2,2,2-trifluoroethoxy)cyclohexyl]methyl]pyrrolidine-2-carboxamide C1(CC1)C=1N=NN(C1)[C@H](C(=O)N1[C@@H](C[C@H](C1)O)C(=O)NCC1C(CCCC1)OCC(F)(F)F)C(C)(C)C